[Si]([O-])([O-])([O-])[O-].[Mg+2].[Fe+2] iron-magnesium silicate